cyclohexandiol diacrylate C(C=C)(=O)OC1(CCCCC1)OC(C=C)=O